N-methoxy-N-methyl-4-(trifluoromethyl)cyclohexane-1-carboxamide CON(C(=O)C1CCC(CC1)C(F)(F)F)C